COC1=CC=C(C=C1)C1=CN=C(N1C)C(=O)NC1=CC(=C(C=C1)C(NC)=O)C 5-(4-methoxyphenyl)-1-methyl-N-[3-methyl-4-(methylcarbamoyl)phenyl]imidazole-2-carboxamide